C1C=CC2=CC(=CC=C12)CO (1H-inden-5-yl)methanol